methyl 5-methoxy-6-[(5'S,7a'R)-3'-oxo-5'-phenyltetrahydro-1H,3'H-spiro[piperidine-4,2'-pyrrolo[2,1-b][1,3]oxazol]-1-yl]pyridine-3-carboxylate COC=1C=C(C=NC1N1CCC2(C(N3[C@H](O2)CC[C@H]3C3=CC=CC=C3)=O)CC1)C(=O)OC